rel-(3R,4R)-1-benzyl-4-(((6-(ethyl(4-(trifluoromethyl)benzyl)amino)-5-fluoropyrimidin-4-yl)amino)methyl)piperidine-3,4-diol C(C1=CC=CC=C1)N1C[C@H]([C@](CC1)(O)CNC1=NC=NC(=C1F)N(CC1=CC=C(C=C1)C(F)(F)F)CC)O |o1:9,10|